CC1CN(CCN1)CCN 2-(3-methylpiperazin-1-yl)ethane-1-amine